NC1=NC=CC=C1C1=NC2=C(N1C=1C=CC(=NC1)NC(=O)C1CCC(CC1)C(=O)O)C=C(C=C2)C2=CC=CC=C2 (1r,4r)-4-((5-(2-(2-aminopyridin-3-yl)-6-phenyl-1H-benzo[d]imidazol-1-yl)pyridin-2-yl)carbamoyl)cyclohexane-1-carboxylic acid